8-Cyclopentyl-2-((3,5-difluoro-4-hydroxyphenyl)amino)-5-methylpyrido[2,3-d]pyrimidin-7(8H)-one C1(CCCC1)N1C(C=C(C2=C1N=C(N=C2)NC2=CC(=C(C(=C2)F)O)F)C)=O